N1=C(C=CC=C1)S(=O)(=O)N 2-pyridinesulfonamide